decaoctaene C=C=C=C=C=C=C=C=CC